N-(piperidin-4-ylmethyl)acetamide CC(=O)NCC1CCNCC1